11-hydroxy-docosa-13,16-dienoic acid OC(CCCCCCCCCC(=O)O)CC=CCC=CCCCCC